The molecule is a propanoate ester of pentan-1-ol. It has a role as a fungal metabolite. It derives from a pentan-1-ol. CCCCCOC(=O)CC